CC(CC(=O)OCCCCCCN(CCCNC(C=1C=C(C(=O)NCCCN(CCCCCCOC(CC(CCCC(C)C)C)=O)CCCCCCOC(CC(CCCC(C)C)C)=O)C=C(C1)C(NCCCN(C)C)=O)=O)CCCCCCOC(CC(CCCC(C)C)C)=O)CCCC(C)C ((((5-((3-(dimethylamino)propyl)carbamoyl)isophthaloyl)bis(azanediyl))bis(propane-3,1-diyl))bis(azanetriyl))tetrakis(hexane-6,1-diyl) tetrakis(3,7-dimethyloctanoate)